E-2,2'-azobis(2-methylbutanenitrile) N(=N\C(C#N)(CC)C)/C(C#N)(CC)C